C1(CCC(N1C(C(=O)O)CCCCNC(CCSSC1=NC=CC=C1)=O)=O)=O succinimidyl-6-(3-(2-pyridyldithio)propionylamino)hexanoic acid